7-(3,5-dimethyl-1H-pyrazol-4-yl)-3-(1-(tetrahydro-2H-pyran-2-yl)-1H-pyrazol-5-yl)pyrazolo[1,5-a]pyrimidine CC1=NNC(=C1C1=CC=NC=2N1N=CC2C2=CC=NN2C2OCCCC2)C